CC1=NC=CC=C1[C@H]1N(CCC1)C (S)-2-methyl-3-(1-methylpyrrolidin-2-yl)pyridine